2-Isopropylspiro[5,6-dihydrothiazolo[5,4-c]pyridine-7,1'-cyclopropane]-4-one C(C)(C)C=1SC=2C(NCC3(CC3)C2N1)=O